O=C1N(CCC(N1)=O)C1=CN=C2N1C=CC(=C2)C#CCOCCOCCNC(OC(C)(C)C)=O Tert-butyl N-[2-[2-[3-[3-(2,4-dioxohexahydropyrimidin-1-yl)imidazo[1,2-a]pyridin-7-yl]prop-2-ynoxy]ethoxy]ethyl]carbamate